boron difluoride [B](F)F